(3-(pyrrolidin-1-yl)benzyl)quinoline-3,4-diamine N1(CCCC1)C=1C=C(CC2=NC3=CC=CC=C3C(=C2N)N)C=CC1